P(=O)([O-])([O-])[O-].[Si+4].[Mg+2].P(=O)([O-])([O-])[O-] magnesium-silicon phosphate